C1(=CC=CC=C1)[Si](O[Ti])(C1=CC=CC=C1)C1=CC=CC=C1 (triphenylsilyloxy)titanium